FC(OC1=CC=C(C=C1)C1=CN=C2N1C=CN=C2NC2=CC=C(C=C2)N2CC(CC2=O)CCCCNC(OC(C)(C)C)=O)F tert-butyl (4-(1-(4-((3-(4-(difluoromethoxy)phenyl) imidazo[1,2-a]pyrazin-8-yl)amino)phenyl)-5-oxopyrrolidin-3-yl)butyl)carbamate